N,N-bis-(2,3-epoxypropoxy)aniline C(C1CO1)ON(C1=CC=CC=C1)OCC1CO1